4-hydroxy-4-(2-hydroxyethyl)piperidine-1-carboxylic acid tert-butyl ester C(C)(C)(C)OC(=O)N1CCC(CC1)(CCO)O